2'-deoxy-5-(2-chlorophenyl)uridine ClC1=C(C=CC=C1)C=1C(NC(N([C@H]2C[C@H](O)[C@@H](CO)O2)C1)=O)=O